CC(C)C(=O)NC1=NC2=C(C(=O)N1)N=CN2[C@H]3[C@@H]([C@@H]([C@H](O3)CO)O)OC N2-isobutyryl-2'-O-methyl-guanosine